1-Methyl-2-(6-trifluoromethoxy-benzothiazol-2-ylamino)-1H-benzoimidazole-5-carboxylic acid [2-(2-oxo-pyrrolidin-1-yl)-ethyl]-amide O=C1N(CCC1)CCNC(=O)C1=CC2=C(N(C(=N2)NC=2SC3=C(N2)C=CC(=C3)OC(F)(F)F)C)C=C1